5-[5-[[1-[2-(aminomethyl)-3,3-difluoro-allyl]-5-oxo-1,2,4-triazol-4-yl]methyl]-3-thienyl]-1-isopropyl-pyridin-2-one NCC(CN1N=CN(C1=O)CC1=CC(=CS1)C=1C=CC(N(C1)C(C)C)=O)=C(F)F